1-(6-methoxyindolin-5-yl)-3-methyl-6-(pyrazolo[1,5-a]pyrimidin-3-yl)-1H-pyrazolo[4,3-c]pyridine COC1=C(C=C2CCNC2=C1)N1N=C(C=2C=NC(=CC21)C=2C=NN1C2N=CC=C1)C